C(C)OC(C(C1CC1)Br)=O.C(C1=CC=CC=C1)NC(C=CN(C)C1=NC2=C(C(=CC=C2C(=C1)C=1C=NNC1)Cl)Cl)=O N-Benzyl-3-((7,8-dichloro-4-(1H-pyrazol-4-yl)quinolin-2-yl)(methyl)amino)propenamide ethyl-2-bromo-2-cyclopropylacetate